Z-dihydro-5-methyl-5-(3-hexenyl)-2(3H)-furanone CC1(CCC(O1)=O)CC\C=C/CC